C(C)(C)(C)OC(=O)N1C=CC=2C1=NC=C(C2OC)[N+](=O)[O-] 4-methoxy-5-nitro-1H-pyrrolo[2,3-b]pyridine-1-carboxylic acid tert-butyl ester